4-chloro-5-fluoro-1H-indole-2-carboxylic acid ClC1=C2C=C(NC2=CC=C1F)C(=O)O